C(C)(C)(C)N1CCN(CC1)C1CCN(CC1)C1=CC(=C(C=C1)NC1=NC=C(C=N1)C(F)(F)F)OC(F)F 2-((4-(4-(4-(tert-butyl)piperazin-1-yl)piperidin-1-yl)-2-(difluoromethoxy)phenyl)amino)-5-(trifluoromethyl)pyrimidin